1-([1,1'-Biphenyl]-4-yl)-4,4,4-trifluorobutan-1,3-dion C1(=CC=C(C=C1)C(CC(C(F)(F)F)=O)=O)C1=CC=CC=C1